[Na+].CC(CS(=O)(=O)[O-])C 2,2-dimethyl-ethanesulfonic acid sodium salt